(S)-8-chloro-3-(3-chloro-4-hydroxybenzyl)-3,4-dihydro-1H-benzo[E][1,4]diazepine-2,5-dione ClC=1C=CC2=C(NC([C@@H](NC2=O)CC2=CC(=C(C=C2)O)Cl)=O)C1